L-histidineamide hydrochloride Cl.N[C@@H](CC1=CNC=N1)C(=O)N